C(CC)NS(O)(=O)=O N-Propyl-Sulfamic Acid